FC=1C=C(CN2C(=NC3=C2C=CC=C3)C3CCN(CC3)C(=O)C3=CC=C2C(=NN(C2=C3)C)C=3C=NC=C(C3)F)C=CC1 (4-(1-(3-fluorobenzyl)-1H-benzo[d]imidazol-2-yl)piperidin-1-yl)(3-(5-fluoropyridin-3-yl)-1-methyl-1H-indazol-6-yl)methanone